C(CC(=O)O[Si](C)(C)C)(=O)O[Si](C)(C)C bis(trimethyl silyl) malonate